(5R)-3-[4-[4-(1,3-Dimethylazetidin-3-yl)sulfonylphenyl]-3-fluoro-phenyl]-5-(triazol-1-ylmethyl)-4,5-dihydroisoxazole CN1CC(C1)(C)S(=O)(=O)C1=CC=C(C=C1)C1=C(C=C(C=C1)C1=NO[C@H](C1)CN1N=NC=C1)F